FC1=C(CC2=C(NC=C3N2C(C(=N3)CC=3OC=CC3)=O)C3=C(C(=CC=C3)O)F)C(=CC=C1)F (2,6-difluorobenzyl)-6-(2-fluoro-3-hydroxyphenyl)-2-(furan-2-ylmethyl)imidazo[1,2-a]pyrazin-3(7H)-one